COC[C@@]12[C@H]3[C@@H]([C@H]([C@@H](OC1)O2)N)OC(O3)(C)C (3aR,4S,7S,8R,8aR)-4-(methoxymethyl)-2,2-dimethylhexahydro-4,7-epoxy[1,3]dioxolo[4,5-d]oxepin-8-amine